C(C)SC=1OC2=C(C=C(C=C2C(C1C)=O)C)[C@@H](C)NC=1C(=NC=CC1)C(F)(F)F 2-Ethylsulfanyl-3,6-dimethyl-8-[(1R)-1-[[2-(trifluoromethyl)-3-pyridyl]amino]ethyl]chromen-4-one